fluoro-1'-(4-iodo-1-methyl-1H-pyrazol-5-yl)spiro[cyclopropane-1,3'-indoline]-2'-one FC1=C2C3(C(N(C2=CC=C1)C1=C(C=NN1C)I)=O)CC3